F[C@]1(CN(CC[C@H]1O)C1=NC=CC(=N1)NC=1N=CC2=C(C=CC(=C2C1)C(C)C)N1CC(C1)C[S@@](=O)C(C)C)C (3S,4R)-3-fluoro-1-(4-((5-isopropyl-8-(3-(((R)-isopropylsulfinyl)methyl)azetidin-1-yl)isoquinolin-3-yl)amino)pyrimidin-2-yl)-3-methylpiperidin-4-ol